ClC=1C(=NC(=NC1)NC1=C(C=C(C(=O)NCC2=C(C=CC=C2)C)C=C1)OC)C=1C=NN(C1)C(C)C 4-((5-chloro-4-(1-isopropyl-1H-pyrazol-4-yl)pyrimidin-2-yl)amino)-3-methoxy-N-(2-methylbenzyl)benzamide